COC1=C(C(=CC2=C1C1=CC=C(C(C=C1[C@H](CC2)NC(C)=O)=O)OC)OC)OC (S)-N-(5,6,7,9-tetrahydro-1,2,3,10-tetramethoxy-9-oxo-benzo[a]heptalene-7-yl)acetamide